4-{[1-(4-bromophenyl)piperidin-4-yl]Methyl}piperazine-1-carboxylic acid tert-butyl ester C(C)(C)(C)OC(=O)N1CCN(CC1)CC1CCN(CC1)C1=CC=C(C=C1)Br